ClC1=CC(=C(COC2=CC=CC(=N2)C=2CCNCC2)C=C1)F 6-((4-chloro-2-fluorobenzyl)oxy)-1',2',3',6'-tetrahydro-2,4'-bipyridine